4-[4-(2-aminoethyl)phenyl]-3-[2-methyl-6-(2,2,2-trifluoroethoxy)pyrimidin-4-yl]oxybenzonitrile NCCC1=CC=C(C=C1)C1=C(C=C(C#N)C=C1)OC1=NC(=NC(=C1)OCC(F)(F)F)C